Bis(2-pentylheptyl) 4,14-dibutyl-9-(2-(diethylamino)ethyl)-5,13-dioxo-6,12-dioxa-4,9,14-triazaheptadecanedioate C(CCC)N(CCC(=O)OCC(CCCCC)CCCCC)C(OCCN(CCOC(N(CCC(=O)OCC(CCCCC)CCCCC)CCCC)=O)CCN(CC)CC)=O